4-isopropyldihydrofuran-2(3H)-one C(C)(C)C1CC(OC1)=O